(6Ar,10aR)-6,6,9-trimethyl-3-[2-(4-methylphenyl)propan-2-yl]-6a,7,10,10a-tetrahydrobenzo[c]chromen-1-ol CC1(OC=2C=C(C=C(C2[C@H]2[C@H]1CC=C(C2)C)O)C(C)(C)C2=CC=C(C=C2)C)C